C1(CCCC1)N1[C@@H](C(N(C=2C=NC(=NC12)N(C1=C(C=C(C(=O)NCCOCCOCCOC2CCN(CC2)C(=O)OC(C)(C)C)C=C1)OC)C)C)=O)CC (R)-tert-butyl 4-(2-(2-(2-(4-((8-cyclopentyl-7-ethyl-5-methyl-6-oxo-5,6,7,8-tetrahydropteridin-2-yl)(methyl)amino)-3-methoxybenzamido)ethoxy) ethoxy)ethoxy)piperidine-1-carboxylate